2,3,4,6,7,8,9,10-octahydropyrimido-[1,2-a]azepine N=1CCCN2C1CCCCC2